COC(CCC1=CC=C(OC(C(=O)OC(C)(C)C)(C)C)C=C1)=O tert-Butyl 2-(4-(3-methoxy-3-oxopropyl)phenoxy)-2-methylpropanoate